(6S,12S)-6,12-dimethyl-9,13-dioxa-4,5,18,19-tetraazatetracyclo[12.5.2.12,5.017,20]docosa-1(19),2(22),3,14(21),15,17(20)-hexaene C[C@@H]1N2N=CC(C3=NNC=4C=CC(O[C@H](CCOCC1)C)=CC34)=C2